(R)-1-(4-chloro-2-(trifluoromethyl)phenyl)-2'-(2-ethoxypyridin-3-yl)-7'-(pyrrolidin-3-yl)-7',8'-dihydro-6'H-spiro[piperidine-4,5'-[1,7]naphthyridin]-6'-one formate salt C(=O)O.ClC1=CC(=C(C=C1)N1CCC2(C=3C=CC(=NC3CN(C2=O)[C@H]2CNCC2)C=2C(=NC=CC2)OCC)CC1)C(F)(F)F